tert-Butyl 4-((4-(1-(5-(fluoromethyl)-6-methoxypyridin-3-yl)-4,5,7,8-tetrahydro-1H-oxepino[4,5-c]pyrazol-3-yl)-1H-pyrazol-1-yl)methyl)piperidine-1-carboxylate FCC=1C=C(C=NC1OC)N1N=C(C2=C1CCOCC2)C=2C=NN(C2)CC2CCN(CC2)C(=O)OC(C)(C)C